COCOC1=C(C=CC=C1)C1=CC2=C(N=N1)N(C(=C2)C=2CN(C1(CN(C1)C(=O)OC(C)(C)C)C2)C)COCC[Si](C)(C)C tert-butyl 7-(3-(2-(methoxymethoxy)phenyl)-7-((2-(trimethylsilyl)ethoxy)methyl)-7H-pyrrolo[2,3-c]pyridazin-6-yl)-5-methyl-2,5-diazaspiro[3.4]oct-7-ene-2-carboxylate